C(C)(C)(C)N(C(O)=O)C(C)C1=C(C=CC=C1)O.C(C)(C)(C)C1=C(C(=C2C=C(C(C2=C1)[Si](C1C(=C(C(=C1C)C)C)C)(C)C)C)C1=CC=C(C=C1)C(C)(C)C)OC (6-(tert-butyl)-4-(4-(tert-butyl)phenyl)-5-methoxy-2-methyl-1H-inden-1-yl)dimethyl-(2,3,4,5-tetramethylcyclopent-2,4-dien-1-yl)silane t-butyl-(1-(2-hydroxyphenyl)ethyl)carbamate